S-1,2-dichlorovinyl-N-acetylcysteine ClC(=CCl)SC[C@H](NC(C)=O)C(=O)O